(3R)-1-{2-[1-(cyclopropylmethyl)-6-(4-methoxypiperidin-1-yl)-1H-indol-2-yl]-4-methoxy-3-methylpyrazolo[1,5-a]pyridine-6-carbonyl}piperidin-3-amine C1(CC1)CN1C(=CC2=CC=C(C=C12)N1CCC(CC1)OC)C1=NN2C(C(=CC(=C2)C(=O)N2C[C@@H](CCC2)N)OC)=C1C